N1=NCC(C=C1)=O 4(3H)-pyridazinone